isopropyl thiophosphate octadecylamine salt C(CCCCCCCCCCCCCCCCC)N.P(=S)(OC(C)C)(O)O